2,5-dihydroxyl-3,6-dichlorobenzoquinone OC=1C(C(=C(C(C1Cl)=O)O)Cl)=O